2-(4-(4-fluorophenyl)-1H-1,2,3-triazol-1-yl)-1-(4-hydroxyphenyl)ethane-1-one FC1=CC=C(C=C1)C=1N=NN(C1)CC(=O)C1=CC=C(C=C1)O